(S)-3-Aminopyrrolidine-2,5-dione N[C@@H]1C(NC(C1)=O)=O